2-{[4-({2-[(4-chloro-2-fluorophenoxy)methyl]pyridin-4-yl}oxy)piperidin-1-yl]methyl}-1-(2-oxobutyl)-1H-1,3-benzodiazole-6-carboxylic acid ClC1=CC(=C(OCC2=NC=CC(=C2)OC2CCN(CC2)CC2=NC3=C(N2CC(CC)=O)C=C(C=C3)C(=O)O)C=C1)F